CCS(=O)(=O)OC1(CN(C1)S(=O)(=O)C1=C(C=C(C=C1)Cl)Cl)CO[Si](C)(C)C(C)(C)C (3-(((tert-butyldimethylsilyl) oxy) methyl)-1-((2,4-dichlorophenyl) sulfonyl) azetidin-3-yl) methylmethanesulfonate